CN1CC(C1)OC=1C=C2C(=NC1)NC=N2 6-((1-methylazetidin-3-yl)oxy)-3H-imidazo[4,5-b]Pyridine